C(=O)C1CCC(CC1)C(=O)OCC1=CC=CC=C1 benzyl 4-formylcyclohexane-1-carboxylate